S(=O)(=O)(ON1[C@@H]2CC[C@H](N(C1=O)C2)C(NS(=O)(=O)CC)=N)O (2S,5R)-2-(N-(ethylsulfonyl) carbamimidoyl)-7-oxo-1,6-diazabicyclo[3.2.1]octan-6-yl hydrogen sulfate